1,4-dioxane-ethanol O1C(COCC1)CCO